ClC=1C(=NC=NC1OC1=CC=C(C=C1)O)NC(=O)C=1SC=CC1 N-(5-chloro-6-(4-hydroxyphenoxy)pyrimidin-4-yl)thiophene-2-carboxamide